OCCN1C2=C(OCC1)C(=CN=C2)C=2C(=C(C#N)C=CC2)N2CCC(CC2)C2=NN=CN2C 3-[4-(2-hydroxyethyl)-2H,3H,4H-pyrido[4,3-b][1,4]oxazin-8-yl]-2-[4-(4-methyl-4H-1,2,4-triazol-3-yl)piperidin-1-yl]benzonitrile